CC1(C(N(CC1)C(=O)NC1=NC(=C(C=C1)OC1=CC(=NC=C1)NC)C)=O)C 3,3-dimethyl-N-(6-methyl-5-((2-(methylamino)pyridin-4-yl)oxy)pyridin-2-yl)-2-oxopyrrolidine-1-carboxamide